N-(3-chloropropyl)-4-ethynylbenzamide ClCCCNC(C1=CC=C(C=C1)C#C)=O